phenyl 3-(4-bromophenyl)acrylate BrC1=CC=C(C=C1)C=CC(=O)OC1=CC=CC=C1